prop-2-enyl 3-cyclohexylpropanoate Allyl-Cyclohexyl-Propionate C(C=C)C(C(=O)O)(C)C1CCCCC1.C1(CCCCC1)CCC(=O)OCC=C